6-(diethylphosphoryl)-2-methylpyrido[2,3-d]pyrimidin C(C)P(=O)(CC)C1=CC2=C(N=C(N=C2)C)N=C1